[Sb]([O-])([O-])([O-])=S.[Na+].[Na+].[Na+] Natrium thioantimonat